4',7-dihydroxy-8-beta-D-glucosyl-isoflavone OC1=CC=C(C2=COC3=C(C(=CC=C3C2=O)O)[C@H]2[C@H](O)[C@@H](O)[C@H](O)[C@H](O2)CO)C=C1